FC(C1=C(C=C(C(=C1)F)F)B1OC(C(O1)(C)C)(C)C)F 2-(2-(difluoromethyl)-4,5-difluorophenyl)-4,4,5,5-tetramethyl-1,3,2-dioxaborolan